(S)-N-((R)-2,2-difluoro-1-phenylethyl)-2-methylpropane-2-sulfinamide FC([C@@H](C1=CC=CC=C1)N[S@@](=O)C(C)(C)C)F